4-(bromomethyl)phthalazine tert-butyl-(1-(6-cyano-5-(2,3-dichlorophenyl)pyrazin-2-yl)-4-methylpiperidin-4-yl)carbamate C(C)(C)(C)N(C(O)=O)C1(CCN(CC1)C1=NC(=C(N=C1)C1=C(C(=CC=C1)Cl)Cl)C#N)C.BrCC1=NN=CC2=CC=CC=C12